COC1=CC=C2C=NN(C2=C1NS(=O)(=O)C=1C=NNC1)C N-(6-methoxy-1-methyl-1H-indazol-7-yl)-1H-pyrazole-4-sulfonamide